FC1=NNC=C1C1CNCCC1 3-(3-fluoro-1H-pyrazol-4-yl)piperidine